C(C)(C)(C)OC(=O)N1C(CCC(C1)NC(COC1=CC(=C(C=C1)Cl)F)=O)C(N)=O 2-carbamoyl-5-[2-(4-chloro-3-fluorophenoxy)acetamido]Piperidine-1-carboxylic acid tert-butyl ester